(2S,3R)-2-benzoyl-3-(m-tolyl)spiro[cyclopropane-1,2'-indene]-1',3'-dione C(C1=CC=CC=C1)(=O)[C@H]1[C@@H](C12C(C1=CC=CC=C1C2=O)=O)C=2C=C(C=CC2)C